CC1(CCNS1(=O)=O)C 5,5-dimethylisothiazolidine 1,1-dioxide